1-(4-(3-(tert-butyl)cyclobutyl)-5-fluoro-2-methoxyphenyl)-N-(isoxazol-3-yl)-2-oxo-1,2-dihydroquinoline-6-sulfonamide C(C)(C)(C)C1CC(C1)C1=CC(=C(C=C1F)N1C(C=CC2=CC(=CC=C12)S(=O)(=O)NC1=NOC=C1)=O)OC